methyl (S)-32-(4-(N-((2-amino-4-hydroxypteridin-6-yl)methyl)-2,2,2-trifluoroacetamido)benzamido)-29-oxo-4,7,10,13,16,19,22,25-octaoxa-28-azatritriacont-1-yn-33-oate NC1=NC2=NC=C(N=C2C(=N1)O)CN(C(C(F)(F)F)=O)C1=CC=C(C(=O)N[C@@H](CCC(NCCOCCOCCOCCOCCOCCOCCOCCOCC#C)=O)C(=O)OC)C=C1